tert-butyl (4-methyl-4-(methylthio)cyclohexyl)-carbamate CC1(CCC(CC1)NC(OC(C)(C)C)=O)SC